(2S)-3,3-dicyclohexyl-2-[[2,2-difluoro-2-(6-methoxy-3-pyridinyl)acetyl]amino]-N-[5-(3,5-dimethyl-1H-pyrazol-4-yl)-6-fluoro-2-pyridinyl]propionamide C1(CCCCC1)C([C@@H](C(=O)NC1=NC(=C(C=C1)C=1C(=NNC1C)C)F)NC(C(C=1C=NC(=CC1)OC)(F)F)=O)C1CCCCC1